2-(2,7-Diethyl-4-oxofuro[2,3-d]pyridazin-5(4H)-yl)-N-(pyrimidin-2-yl)acetamide C(C)C1=CC2=C(C(=NN(C2=O)CC(=O)NC2=NC=CC=N2)CC)O1